[O-2].[Cr+4].[O-2] Chromium(IV) Oxide